OCCN(CCO)CC(C1=CC=CC=C1)O ((bis(2-hydroxyethyl)amino)methyl)benzyl alcohol